ClCC1=CC(=CC=2C=CSC21)C(CC(=O)OCC)C=2C(=C1C(=NC2)N(N=N1)C)C Ethyl 3-[7-(chloromethyl)-1-benzothiophen-5-yl]-3-(3,7-dimethyl-3H-[1,2,3]triazolo[4,5-b]pyridine-6-yl)propanoate